3-[6-[[1-(trifluoromethyl)cyclopropyl]methylamino]-3-pyridinyl]azetidine-1-carboxylic acid tert-butyl ester C(C)(C)(C)OC(=O)N1CC(C1)C=1C=NC(=CC1)NCC1(CC1)C(F)(F)F